lanthanum titanium copper oxysulfide O=S.[Cu].[Ti].[La]